C(CCCCCCCCCCCCCCCCC)C1(NC(=NC(=N1)C(=O)NCCCCCCCCCCCCCCCCCC)C(=O)NCCCCCCCCCCCCCCCCCC)C(=O)N 2,N4,N6-trioctadecanyl-1,3,5-triazine-2,4,6-tricarboxamide